FC(C=1C(=NC=C(C1)F)C(=O)NC1=C(C=C(C(=C1)C1=NC(=NC=C1)N1C[C@@H](O[C@@H](C1)C)C)F)N1C[C@@H](N([C@@H](C1)C)C)C)F 3-(difluoromethyl)-N-(5-(2-((2S,6R)-2,6-dimethylmorpholino)pyrimidin-4-yl)-4-fluoro-2-((3S,5R)-3,4,5-trimethylpiperazin-1-yl)phenyl)-5-fluoropicolinamide